BrC1=CC(=NC=C1)S(=O)(=O)N(CC1=CC=C(C=C1)OC)CC1=CC=C(C=C1)OC 4-bromo-N,N-bis(4-methoxybenzyl)pyridine-2-sulfonamide